3,4,4-trifluorobut-3-en-1-yl 2-(3,5-diphenyl-1H-pyrazol-1-yl)acetate C1(=CC=CC=C1)C1=NN(C(=C1)C1=CC=CC=C1)CC(=O)OCCC(=C(F)F)F